(2S,5S)-2-(5-(2-((2S,5S)-1-((methoxycarbonyl)-L-valyl)-5-methylpyrrolidin-2-yl)-1,11-dihydro-isochromeno[4',3':6,7]naphtho[1,2-d]imidazol-9-yl)-1H-imidazol-2-yl)-5-methylpyrrolidin COC(=O)N[C@@H](C(C)C)C(=O)N1[C@@H](CC[C@@H]1C)C1=NC2=C(N1)C1=CC3=C(C=C1C=C2)C2=CC=C(C=C2CO3)C3=CN=C(N3)[C@H]3N[C@H](CC3)C